O=C1N(C=NC2=CC(=CC=C12)C=1C=NNC1C(F)(F)F)[C@H](C)C=1C=C(C(=O)NC2CCOCC2)C=CC1 (R)-3-(1-(4-Oxo-7-(5-(trifluoromethyl)-1H-pyrazol-4-yl)quinazolin-3(4H)-yl)ethyl)-N-(tetrahydro-2H-pyran-4-yl)benzamide